methyl 1-amino-4-(5-bromo-6-methoxy-2H-indazol-2-yl)cyclohexane-1-carboxylate NC1(CCC(CC1)N1N=C2C=C(C(=CC2=C1)Br)OC)C(=O)OC